C(#N)C1=C(C=CC(=N1)NC=1C=CC(=C2CN(C(C12)=O)C(=O)OC(C)(C)C)C1=CN=C2N1C=CC(=C2)F)C2(CCOCC2)C tert-butyl 7-((6-cyano-5-(4-methyltetrahydro-2H-pyran-4-yl)pyridin-2-yl)amino)-4-(7-fluoroimidazo[1,2-a]pyridin-3-yl)-1-oxoisoindoline-2-carboxylate